3-(methylsulfonamido)cyclohexane-1-carboxamide CS(=O)(=O)NC1CC(CCC1)C(=O)N